1,5-dihydroxy-6,7-dimethoxy-2-methylanthraquinone OC1=C(C=CC=2C(C3=C(C(=C(C=C3C(C12)=O)OC)OC)O)=O)C